4-chloro-3-(3-fluoro-4-methyl-pyrrolidin-1-yl)-1H-indazole ClC1=C2C(=NNC2=CC=C1)N1CC(C(C1)C)F